tert-Butyl (3S)-3-[4-[(6-phenoxy-3-pyridyl)amino]quinazolin-6-yl]piperidine-1-carboxylate tert-Butyl-3-[4-(3-chloro-2-fluoro-anilino)quinazolin-6-yl]piperidine-1-carboxylate C(C)(C)(C)OC(=O)N1CC(CCC1)C=1C=C2C(=NC=NC2=CC1)NC1=C(C(=CC=C1)Cl)F.O(C1=CC=CC=C1)C1=CC=C(C=N1)NC1=NC=NC2=CC=C(C=C12)[C@H]1CN(CCC1)C(=O)OC(C)(C)C